2-nitro-1,3,5-trifluorobenzene [N+](=O)([O-])C1=C(C=C(C=C1F)F)F